FC1=C(C=C(C=C1)C=1N=CN(C1C=1C=C2N=CC=NC2=CC1)C)C 6-(4-(4-Fluoro-3-methylphenyl)-1-methyl-1H-imidazol-5-yl)quinoxaline